COC(C1=C(C=C(C=C1)Cl)[N+]#[C-])=O METHYL-2-ISOCYANO-4-CHLORO-BENZOATE